ClCCNC(=O)N1CC2=CC=CC=C2C1 N-(2-chloroethyl)-1,3-dihydro-2H-isoindole-2-carboxamide